N-((1R,3s,5S)-8-((1-methyl-1H-imidazol-2-yl)methyl)-8-azabicyclo[3.2.1]octan-3-yl)-1H-indole-6-carboxamide CN1C(=NC=C1)CN1[C@H]2CC(C[C@@H]1CC2)NC(=O)C2=CC=C1C=CNC1=C2